Dimethyl(6-((2-((4-(4-(4-methylpiperazin-1-yl)piperidin-1-yl)phenyl)amino)-7H-pyrrolo[2,3-d]pyrimidin-4-yl)amino)quinoxalin-5-yl)phosphine oxide CP(C1=C2N=CC=NC2=CC=C1NC=1C2=C(N=C(N1)NC1=CC=C(C=C1)N1CCC(CC1)N1CCN(CC1)C)NC=C2)(C)=O